Tert-butyl 4-(3-fluoro-5-(4,4,5,5-tetramethyl-1,3,2-dioxaborolan-2-yl)phenyl)piperazine-1-carboxylate FC=1C=C(C=C(C1)B1OC(C(O1)(C)C)(C)C)N1CCN(CC1)C(=O)OC(C)(C)C